3-Amino-3-(4-((S)-3-(benzyloxy)-2-((tert-butoxycarbonyl)amino)-3-oxopropyl)phenyl)propanoic acid NC(CC(=O)O)C1=CC=C(C=C1)C[C@@H](C(=O)OCC1=CC=CC=C1)NC(=O)OC(C)(C)C